[5-bromo-4-[2-[tert-butyl(dimethyl)silyl]oxyethoxy]-2-pyrazol-1-yl-phenyl]boronic acid BrC=1C(=CC(=C(C1)B(O)O)N1N=CC=C1)OCCO[Si](C)(C)C(C)(C)C